NC1=C(C=C(C(=C1)[N+](=O)[O-])[N+](=O)[O-])O amino-4,5-dinitrophenol